O-(tetrahydropyran-2-yl)-hydroxylamine HCl Cl.O1C(CCCC1)ON